C(C)C1(C(OC(C1)CCN1CC2CN(CC2C1)C1=CC=C(C=C1)OC)=O)CC 3,3-diethyl-5-(2-(5-(4-methoxyphenyl)hexahydropyrrolo[3,4-c]pyrrol-2(1H)-yl)ethyl)dihydrofuran-2(3H)-one